ClCC1=CC=C2CCN(CC2=C1F)C(=O)OC(C)(C)C tert-Butyl 7-(chloromethyl)-8-fluoro-3,4-dihydro-1H-isoquinoline-2-carboxylate